2-chloro-4-phenyl-6-(spiro[cyclohexane-1,9'-fluoren]-3'-yl)-1,3,5-triazine ClC1=NC(=NC(=N1)C1=CC=CC=C1)C=1C=CC=2C3(C4=CC=CC=C4C2C1)CCCCC3